N1CCNC2CCCCC12 perhydroquinoxalin